C1(\C=C\C(=O)O1)=O fumaric acid (anhydride)